FC(OC1=CC=C(C=C1)C#CC(=O)C1=CC=C(C=C1)C)(F)F 3-(4-trifluoromethoxyphenyl)-1-(4-methylphenyl)prop-2-yn-1-one